3-(N-methyl-6-(methylsulfonylthio)hexanamido)-4-oxobutanoic acid CN(C(CCCCCSS(=O)(=O)C)=O)C(CC(=O)O)C=O